4-(((4-(6-(Dimethylamino)pyridin-3-yl)bicyclo[2.2.2]octan-1-yl)methyl)(4-(1-isopropyl-1H-pyrazol-4-yl)pyridin-2-yl)carbamoyl)(trans-cyclohexyl) 3-hydroxyazetidine-1-carboxylate OC1CN(C1)C(=O)O[C@@H]1CC[C@H](CC1)C(N(C1=NC=CC(=C1)C=1C=NN(C1)C(C)C)CC12CCC(CC1)(CC2)C=2C=NC(=CC2)N(C)C)=O